N-(4-bromophenyl)-3-chlorobutanamide BrC1=CC=C(C=C1)NC(CC(C)Cl)=O